OCC(C1=CC=CC=C1)NC(=O)C1=CN(C=C1)C1=NC(=NC=C1C)NC1COCCC1 N-(2-hydroxy-1-phenylethyl)-1-(5-methyl-2-((tetrahydro-2H-pyran-3-yl)amino)-pyrimidin-4-yl)-1H-pyrrole-3-carboxamide